2-bromo-4-(4-(1-methyl-4-(trifluoromethyl)-1H-imidazol-2-yl)benzyl)-4,5,6,7-tetrahydropyrazolo[1,5-a]pyrimidine BrC1=NN2C(N(CCC2)CC2=CC=C(C=C2)C=2N(C=C(N2)C(F)(F)F)C)=C1